methyl 6-(3-(4-(2-oxo-2-(pyridin-3-ylamino)ethyl)phenoxy)azetidin-1-yl)-[1,1'-biphenyl]-2-carboxylate O=C(CC1=CC=C(OC2CN(C2)C=2C=CC=C(C2C2=CC=CC=C2)C(=O)OC)C=C1)NC=1C=NC=CC1